CSC(C(=O)N1C(CCCC1)C=1NC(=CN1)C1=C(C=CC=C1)C(F)(F)F)C 2-(methylthio)-1-(2-(5-(2-(trifluoromethyl)phenyl)-1H-imidazol-2-yl)piperidin-1-yl)propan-1-one